4-(3-(3-Ethyl-4-(3-(piperazin-1-yl)propyl)phenyl)-4,4-dimethyl-5-oxo-2-thioxoimidazolidin-1-yl)-2-(trifluoromethyl)benzonitrile hydrochloride Cl.C(C)C=1C=C(C=CC1CCCN1CCNCC1)N1C(N(C(C1(C)C)=O)C1=CC(=C(C#N)C=C1)C(F)(F)F)=S